(Z)-eicosenoic acid C(\C=C/CCCCCCCCCCCCCCCCC)(=O)O